FC(C(C(=O)N1C[C@H]2OC3=C([C@@H]1C2)C=C(C=N3)F)(C)C)F 3,3-difluoro-1-((2S,5S)-7-fluoro-2,3-dihydro-2,5-methanopyrido[3,2-f][1,4]oxazepin-4(5H)-yl)-2,2-dimethylpropan-1-one